CC(CC)(C(CC)(O)C)O 3,4-dimethylhexane-3,4-diol